N-(2-fluoroethyl)-3-((S)-2-hydroxy-3-((R)-8-(quinolin-6-ylsulfonyl)-1-oxa-8-azaspiro[4.5]decan-3-ylamino)propoxy)benzenesulfonamide FCCNS(=O)(=O)C1=CC(=CC=C1)OC[C@H](CN[C@H]1COC2(C1)CCN(CC2)S(=O)(=O)C=2C=C1C=CC=NC1=CC2)O